FC(C(=O)[O-])(F)F.[N+](=O)([O-])C1=CC=C(C=C1)S(=O)(=O)N1CC2[NH2+]C(C1)C2 3-((4-nitrophenyl)sulfonyl)-3,6-diazabicyclo[3.1.1]heptan-6-ium 2,2,2-trifluoroacetate